OC1=C2[C@H]3[C@H](C(OC2=CC(=C1)C(C)(CCCCC)C)(C)C)CC=C(C3)C(=O)NC3(CCC3)C(F)(F)F (6aR,10aR)-1-hydroxy-6,6-dimethyl-3-(2-methylheptan-2-yl)-N-(1-(trifluoromethyl)cyclobutyl)-6a,7,10,10a-tetrahydro-6H-benzo[c]chromene-9-carboxamide